(S)-[(tert-butoxycarbonyl)amino](2-fluorophenyl)acetic acid C(C)(C)(C)OC(=O)N[C@H](C(=O)O)C1=C(C=CC=C1)F